(2R,3S,4S,5R)-3-(3,4-difluoro-2-vinyl-phenyl)-N-(1-(difluoromethyl)-3-methyl-1H-pyrazol-4-yl)-4,5-dimethyl-5-(trifluoromethyl)tetrahydrofuran-2-carboxamide FC=1C(=C(C=CC1F)[C@H]1[C@@H](O[C@]([C@H]1C)(C(F)(F)F)C)C(=O)NC=1C(=NN(C1)C(F)F)C)C=C